C(N)(=O)C1=CC=C(C=C1)C1=C(OC(=C1)[N+](=O)[O-])C(=O)N (4-carbamoylphenyl)-5-nitrofuran-2-carboxamide